potassium {[(3S)-4-(tert-butoxycarbonyl)-3-methylpiperazin-1-yl]methyl}tri(fluoro)boranuide C(C)(C)(C)OC(=O)N1[C@H](CN(CC1)C[B-](F)(F)F)C.[K+]